BrC1=C(C=CC=C1)N1C(CCCC1)C=1C(N(C(C1)=O)C1=CC=CC=C1)=O 3-(1-(2-Bromophenyl)piperidin-2-yl)-1-phenyl-1H-pyrrole-2,5-dione